BrC1=CC=2C(=NC=C3C2N(C(N3C)=O)[C@H]3C[C@@H](CC3)NC(OC(C)(C)C)=O)N1S(=O)(=O)C1=CC=CC=C1 tert-butyl ((1R,3R)-3-(7-bromo-3-methyl-2-oxo-6-(phenylsulfonyl)-3,6-dihydroimidazo[4,5-d]pyrrolo[2,3-b]pyridin-1(2H)-yl)cyclopentyl)carbamate